Tert-butyl (R)-(3-((tert-butyl dimethyl silyl)oxy)-1,1-difluoropropan-2-yl)carbamate [Si](C)(C)(C(C)(C)C)OC[C@H](C(F)F)NC(OC(C)(C)C)=O